2-[2-(benzyl-propyl-amino)-indan-5-yl]-isoindole-1,3-dione C(C1=CC=CC=C1)N(C1CC2=CC=C(C=C2C1)N1C(C2=CC=CC=C2C1=O)=O)CCC